NC=1SC(=NN1)C=1C=NC=CC1 2-amino-5-(3-pyridinyl)-1,3,4-thiadiazole